ClC=1C=CC(=C(CN(C(=O)C2=CNNC2(F)C(F)F)C2CC2)C1)C(F)(F)F N-[5-chloro-2-(trifluoromethyl)benzyl]-N-cyclopropyl-5-(difluoromethyl)-5-fluoro-1H-pyrazole-4-carboxamide